C1=CC=CC=2N(C3=C(C=CC21)C=CC=C3)C(=O)N3C[C@H](N(CC3)C(C(C3=CC=CC=C3)C3=CC=CC=C3)=O)C(=O)O (S)-4-(5H-dibenzo[b,f]azepine-5-carbonyl)-1-(2,2-diphenylacetyl)piperazine-2-carboxylic acid